(3R)-3-{[2-(4-methoxyphenyl)-10-(oxetan-3-yl)[1,2,4]triazolo[1,5-c]quinazolin-5-yl]amino}azepan-2-one COC1=CC=C(C=C1)C1=NN2C(=NC=3C=CC=C(C3C2=N1)C1COC1)N[C@H]1C(NCCCC1)=O